C(C)N(C(C(C1=CC=C(C=C1)C1=NOC(=N1)C(F)(F)F)(F)F)=O)C ethyl-2,2-difluoro-N-methyl-2-[4-[5-(trifluoromethyl)-1,2,4-oxadiazol-3-yl]phenyl]acetamide